4-amino-7-fluoro-8-(5-fluoropyridin-3-yl)-N-propylisoquinoline-3-carboxamide NC1=C(N=CC2=C(C(=CC=C12)F)C=1C=NC=C(C1)F)C(=O)NCCC